FC1=CC=C(C=C1)C(C)([2H])N1C[C@@H](N(C[C@H]1C)C1=CC(N(C=2C=CC(=NC12)C#N)C)=O)C 8-((2s,5r)-4-(1-(4-fluorophenyl)ethyl-1-d)-2,5-dimethylpiperazin-1-yl)-5-methyl-6-oxo-5,6-dihydro-1,5-naphthyridine-2-carbonitrile